C(CCCC)(=O)O.FC(C(C)=O)F difluoroacetone valerate